ClC=1C(=CC(=NC1)OC)C1=CC(=NN1)C(=O)N1CCC(CC1)C(=O)NCC1(COCC1)C 1-[5-(5-chloro-2-methoxypyridin-4-yl)-1H-pyrazole-3-carbonyl]-N-[(3-methyloxolan-3-yl)methyl]piperidine-4-carboxamide